2-Chloro-4-(1-(4-fluoro-3-hydroxyphenyl)-1H-indazol-5-yl)phenol ClC1=C(C=CC(=C1)C=1C=C2C=NN(C2=CC1)C1=CC(=C(C=C1)F)O)O